C(C)(C)C1=C2C=C(N=CC2=C(N=C1)N1CC(C1)CS(=O)(=O)C)NC1=NC(=NC=C1)C1(CC(C1)=O)C 3-(4-((5-isopropyl-8-(3-((methylsulfonyl)methyl)azetidin-1-yl)-2,7-naphthyridin-3-yl)amino)pyrimidin-2-yl)-3-methylcyclobutan-1-one